[F-].C(C)N(C(C1=CC=CC=C1)=O)CC N,N-diethylbenzamide fluoride